C(C1=CC=CC=C1)N(C1=NC=2N(C(=C1)C=1C=NNC1)N=C(C2)C(=O)NC2=C(C=CC=C2)F)C 5-(benzyl(methyl)amino)-N-(2-fluorophenyl)-7-(1H-pyrazol-4-yl)pyrazolo[1,5-a]pyrimidine-2-carboxamide